O=C1CCC[C@H](N1)C(=O)OC Methyl (S)-6-oxopiperidine-2-carboxylate